bromospiro[cyclopentane-1,1'-indene]-3'(2'H)-one BrC1C2(C3=CC=CC=C3C1=O)CCCC2